3-amino-N-{4-[3-amino-5-methylpiperidin-1-yl]-7-hydroxy-6,7-dihydro-5H-cyclopenta[b]pyridin-3-yl}-6-(2,6-difluorophenyl)-5-fluoropyridine-2-carboxamide NC=1C(=NC(=C(C1)F)C1=C(C=CC=C1F)F)C(=O)NC=1C(=C2C(=NC1)C(CC2)O)N2CC(CC(C2)C)N